(2-(8-fluoro-4,4-dimethyl-1,4-dihydroquinazolin-2-yl)thiazol-4-yl)benzoic acid FC=1C=CC=C2C(N=C(NC12)C=1SC=C(N1)C1=C(C(=O)O)C=CC=C1)(C)C